NC1=NC=C(C=C1)F 2-amino-5-Fluoropyridine